ClC1=NC=C(C(=O)NCC=2C=NC(=CC2)C2=CC=CC=C2)C(=C1)OC 6-Chloro-4-methoxy-N-((6-phenylpyridin-3-yl)methyl)nicotinamide